2-(4-(3-(4-(tert-butyl)-2-cyclopropyl-5-methyl-1H-imidazol-1-yl)-4-fluoro-2-methylbenzyl)-2,2-dimethylpiperazin-1-yl)-5-isopropylthiazole C(C)(C)(C)C=1N=C(N(C1C)C=1C(=C(CN2CC(N(CC2)C=2SC(=CN2)C(C)C)(C)C)C=CC1F)C)C1CC1